5-((dimethylamino)methyl)-4-iodopyridine-2(1H)-one CN(C)CC=1C(=CC(NC1)=O)I